(S)-1-(fluorenylmethoxycarbonyl)-4-(benzyloxycarbonyl)piperazine-2-carbonyl chloride C1(=CC=CC=2C3=CC=CC=C3CC12)COC(=O)N1[C@@H](CN(CC1)C(=O)OCC1=CC=CC=C1)C(=O)Cl